1-Methyl-2-(6-trifluoromethoxy-benzothiazol-2-ylamino)-1H-benzoimidazole-5-carboxylic acid ((S)-2,3-dihydroxy-propyl)-amide O[C@@H](CNC(=O)C1=CC2=C(N(C(=N2)NC=2SC3=C(N2)C=CC(=C3)OC(F)(F)F)C)C=C1)CO